2-Amino-N-(1-(3,4-dichloro-7-ethoxy-1H-indazol-6-yl)ethyl)-5-(5-methoxypyridin-3-yl)pyrazolo[1,5-a]pyrimidine-3-carboxamide NC1=NN2C(N=C(C=C2)C=2C=NC=C(C2)OC)=C1C(=O)NC(C)C1=CC(=C2C(=NNC2=C1OCC)Cl)Cl